C(C)OC(CCC(=O)C1=NC(=CC=C1O)CC1=C(C=CC=C1)OC(F)(F)F)=O 4-[6-(2-trifluoromethoxy-benzyl)-3-hydroxy-pyridin-2-yl]-4-oxo-butyric acid ethyl ester